N1-(4-Bromobenzyl)-N2-tritylethane-1,2-diamine BrC1=CC=C(CNCCNC(C2=CC=CC=C2)(C2=CC=CC=C2)C2=CC=CC=C2)C=C1